((4-bromophenyl)thio)malonic acid diethyl ester C(C)OC(C(C(=O)OCC)SC1=CC=C(C=C1)Br)=O